[Cl-].[NH4+].C(Cl)C1CO1 epichlorohydrin ammonium chloride